C(=O)C1CCN(CC1)C(=O)OC(C)(C)C Tert-butyl (4-formylpiperidin-1-yl)carboxylate